N1-(2-(dimethylamino)ethyl)-N1-methyl-N4-(5-fluoro-4-(7-methoxy-1H-indol-3-yl)pyrimidin-2-yl)-2-nitrobenzene-1,4-diamine CN(CCN(C1=C(C=C(C=C1)NC1=NC=C(C(=N1)C1=CNC2=C(C=CC=C12)OC)F)[N+](=O)[O-])C)C